OCC(=C)C(=O)CO 1-hydroxymethyl-vinylmethylol-formaldehyde